ClC1=C(C(=CC=C1)Cl)N1N=C(C(=C1)NC1=CC=C(C=C1)N1N=CN=C1CO)C(=O)N 1-(2,6-dichlorophenyl)-4-((4-(5-(hydroxymethyl)-1H-1,2,4-triazol-1-yl)phenyl)amino)-1H-pyrazole-3-carboxamide